4-((3-(6-oxospiro[3.3]heptan-2-yl)ureido)methyl)benzamide O=C1CC2(CC(C2)NC(NCC2=CC=C(C(=O)N)C=C2)=O)C1